N1CC(C1)CN(C(C1=CC=C(C=C1)[C@@H]1CC2(CC(C2)C#N)CCN1CC1=C2C=CNC2=C(C=C1OC)C)=O)CC N-(azetidin-3-ylmethyl)-4-((2R,4r,6S)-2-cyano-7-((5-methoxy-7-methyl-1H-indol-4-yl)methyl)-7-azaspiro[3.5]nonan-6-yl)-N-ethylbenzamide